FC(OC=1C=C(CNC2=C3N=CN(C3=NC=N2)[C@H]2[C@@H](O)[C@H](O)[C@H](O2)CO)C=CC1)(F)F 6-(3-(trifluoromethoxy)benzylamino)-9-β-D-arabinofuranosylpurine